S1C(=CC=C1)C=O 2-thiophenyl-formaldehyde